5-((1R,2R)-2-(((tert-butyldiphenylsilyl)oxy)methyl)cyclopropyl)pentanoic acid [Si](C1=CC=CC=C1)(C1=CC=CC=C1)(C(C)(C)C)OC[C@H]1[C@@H](C1)CCCCC(=O)O